N(N)C(=O)O hydrazinecarboxylic acid